5-(2-ethoxy-5-((3-(4-hydroxybutoxy)azetidin-1-yl)sulfonyl)phenyl)-1-methyl-3-propyl-1,6-dihydro-7H-pyrazolo[4,3-d]pyrimidin-7-one C(C)OC1=C(C=C(C=C1)S(=O)(=O)N1CC(C1)OCCCCO)C=1NC(C2=C(N1)C(=NN2C)CCC)=O